NC1=C(C=CC(=C1F)NCCCC1=CC=C(C=C1)C(F)(F)F)NC(CCCCCCC)=O N-(2-amino-3-fluoro-4-((3-(4-(trifluoromethyl)phenyl)propyl)amino)phenyl)octanamide